ClC1=CC=C2C=CC=NC2=C1N1N=C2N=C(N=CC2=C1)N1CCC2(CC1)[C@@H](C1=CC=CC=C1C2)N (S)-1'-(2-(7-chloroquinolin-8-yl)-2H-pyrazolo[3,4-d]pyrimidin-6-yl)-1,3-dihydrospiro[inden-2,4'-piperidin]-1-amine